3-[2-[4-(6-fluoro-1,2-benzoxazol-3-yl)piperidin-1-yl]ethyl]-2-methyl-6,7,8,9-tetrahydropyrido[1,2-a]pyrimidin-4-one FC1=CC2=C(C(=NO2)C2CCN(CC2)CCC2=C(N=C3N(C2=O)CCCC3)C)C=C1